tert-butyl (2R,4R)-4-((tert-butyldiphenylsilyl)oxy)-2-((3-isopropoxy-2-(isopropoxycarbonyl)-5-(trifluoromethyl) Phenoxy)methyl)pyrrolidine-1-carboxylate [Si](C1=CC=CC=C1)(C1=CC=CC=C1)(C(C)(C)C)O[C@@H]1C[C@@H](N(C1)C(=O)OC(C)(C)C)COC1=C(C(=CC(=C1)C(F)(F)F)OC(C)C)C(=O)OC(C)C